BrC1=CC=C(C=C1)C=1N=C(SC1)NS(=O)=O.[Na] sodium N-[4-(4-bromophenyl)-1,3-thiazol-2-yl]sulphonamide